Cl.Cl.COC(=O)[C@@H]1CN(CC1)CC=1C=CC(=NC1)C(=O)O 5-{[(3S)-3-(Methoxycarbonyl)pyrrolidin-1-yl]methyl}pyridine-2-carboxylic acid dihydrochloride